3,5-dibromo-2-methyl-pyridine BrC=1C(=NC=C(C1)Br)C